O[C@]1([C@@H](O[C@@H]([C@H]1O)CO)N1N=CC(NC1=O)=O)C 2-((2R,3R,4R,5R)-3,4-dihydroxy-5-(hydroxymethyl)-3-methyltetrahydrofuran-2-yl)-1,2,4-triazine-3,5(2H,4H)-dione